7-{6-(Cyclopropyl)-3-[1-(3-methylbutyl)-1H-pyrazol-4-yl]pyridin-2-yl}chinolin C1(CC1)C1=CC=C(C(=N1)C1=CC=C2C=CC=NC2=C1)C=1C=NN(C1)CCC(C)C